[(5-methylfuran-2-yl)methyl]-3-{[5-(2-methylfuran-3-yl)pyrimidin-2-yl]amino}benzamide CC1=CC=C(O1)CC1=C(C(=O)N)C=CC=C1NC1=NC=C(C=N1)C1=C(OC=C1)C